C(CCC)[Sn](O[Sn](C(CCCCCCC\C=C/CCCCCCCC)=O)(C(CCCCCCC\C=C/CCCCCCCC)=O)CCCC)(CCCC)CCCC tetrabutyldioleoyl-distannoxane